NC1=NNC2=C1C(=NC=C2C2=NC=CN=C2)C2=CC=C(CNC(C1=C(C=CC(=C1)F)OC)=O)C=C2 N-(4-(3-amino-7-(pyrazin-2-yl)-1H-pyrazolo[4,3-c]pyridin-4-yl)benzyl)-5-fluoro-2-methoxybenzamide